(E)-4-Bromo-N1-(1-ethyl-1,3-dihydro-2H-benzo[d]imidazol-2-ylidene)isophthalamide BrC1=C(C=C(C(=O)/N=C/2\NC3=C(N2CC)C=CC=C3)C=C1)C(=O)N